COC=1C=CC(=NC1)C=CC=1N=CSC1 4-(2-(5-methoxypyridin-2-yl)vinyl)thiazol